CC1C(CCCC1)C(=O)[O-] 2-methylcyclohexanecarboxylate